(1S,5S)-2-(2,2,2-trifluoroethyl)-2,6-diazabicyclo[3.2.0]heptan FC(CN1[C@H]2CN[C@H]2CC1)(F)F